(benzyl)-4,5,6,7-tetrahydropyrazolo[1,5-a]pyrimidine C(C1=CC=CC=C1)C1=NN2C(NCCC2)=C1